methyl (R)-4-(1,2-dihydroxyethyl)benzoate O[C@@H](CO)C1=CC=C(C(=O)OC)C=C1